COC(=O)C(C)[C@H]1CC[C@H]2[C@@H]3CCC4=CC(CC[C@]4(C)[C@]3(CC[C@]12C)O)=O 9-hydroxy-3-ketopregna-4-ene-20-carboxylic acid methyl ester